ClC1(C(C1)(C(=O)N1CCC(CC1)N1N=CC(=C1)CNC1=C2C(N(C(C2=CC=C1)=O)C1C(NC(CC1)=O)=O)=O)C)Cl 4-(((1-(1-(2,2-dichloro-1-methylcyclopropane-1-carbonyl)piperidin-4-yl)-1H-pyrazol-4-yl)methyl)amino)-2-(2,6-dioxopiperidin-3-yl)isoindoline-1,3-dione